1-{[(4r,7s)-7-fluoro-6-oxo-5-azaspiro[2.4]hept-4-yl]methoxy}-7-(prop-2-yloxy)isoquinoline-6-carboxamide F[C@@H]1C(N[C@H](C12CC2)COC2=NC=CC1=CC(=C(C=C21)OC(C)C)C(=O)N)=O